ClC1=C(C(=O)NC2=CC=C(C=C2)Br)C=C(C=C1)S(NNC1CCCCC1)(=O)=O 2-chloro-N-(4-bromophenyl)-5-(cyclohexylaminosulfamoyl)benzamide